1,2-dihydrobenzoquinone-3-sulfonate C1(CC(C(C=C1)=O)S(=O)(=O)[O-])=O